N-[3-(1,1-difluoroethyl)phenyl]-1-(1H-indol-6-yl)-3-methyl-5-oxo-4H-pyrazole-4-carboxamide FC(C)(F)C=1C=C(C=CC1)NC(=O)C1C(=NN(C1=O)C1=CC=C2C=CNC2=C1)C